(R)-3-(benzylamino)pyrrolidine-1-carboxylic acid tert-butyl ester C(C)(C)(C)OC(=O)N1C[C@@H](CC1)NCC1=CC=CC=C1